F[C@H](CNC(=O)C=1C(=C2C(=NC1)SC(=C2)C=2C=NNC2)NC(C)C)C(C)(C)O (R)-N-(2-fluoro-3-hydroxy-3-methylbutyl)-4-(isopropylamino)-2-(1H-pyrazol-4-yl)thieno[2,3-b]pyridine-5-carboxamide